COC(=O)C1=C(SC2=C1C=CC(=C2)O)N(CCC2=CC=CC=C2)C(C)=O.CC2CN(CC(C2)C)CC2=C(C=C(C=C2)[N+](=O)[O-])C(F)(F)F 3,5-Dimethyl-1-(4-nitro-2-(trifluoromethyl)benzyl)piperidine Methyl-2-[acetyl(2-phenylethyl)amino]-6-hydroxy-1-benzothiophene-3-carboxylate